C(C)(=O)C1=CC=C2N(C(C(N(C2=C1)C1CCN(CC1)C1=NC=CC=N1)=O)=O)C 2-(4-(7-acetyl-4-methyl-2,3-dioxo-3,4-dihydroquinoxalin-1(2H)-yl)piperidin-1-yl)pyrimidine